C(C)(C)(C)OC(=O)N1C(CCCC1)CC=1N=NC(=CC1)C1=C(C=C(C=C1O)C)F ((6-(2-fluoro-6-hydroxy-4-methylphenyl)pyridazin-3-yl)methyl)piperidine-1-carboxylic acid tert-butyl ester